C(C)(C)(C)OC(=O)C=1C(=C2CCN(CC2=CC1)C(CNC(\C=C\C1=CC=C(C=C1)C(F)(F)F)=O)=O)F 5-fluoro-2-[2-[[(E)-3-[4-(trifluoromethyl)phenyl]prop-2-enoyl]amino]acetyl]-3,4-dihydro-1H-isoquinoline-6-Carboxylic acid tert-butyl ester